3-[3-Methyl-5-[3-[(2S)-2-(methylaminomethyl)morpholin-4-yl]propyl]-2-oxo-benzimidazol-1-yl]piperidine-2,6-dione CN1C(N(C2=C1C=C(C=C2)CCCN2C[C@@H](OCC2)CNC)C2C(NC(CC2)=O)=O)=O